C(=O)O.ClC1=C(C(=CC=C1)Cl)C1CN(C1)C1=C(C=C(CN2CC(C2)(O)C)C=C1)F 1-(4-(3-(2,6-dichlorophenyl)azetidin-1-yl)-3-fluorobenzyl)-3-methylazetidin-3-ol formate salt